1-benzyl-1-(2-((2,6-dimethylphenyl)Amino)-2-oxoethyl)Pyrrolidin-1-ium bromide [Br-].C(C1=CC=CC=C1)[N+]1(CCCC1)CC(=O)NC1=C(C=CC=C1C)C